gamma-propyl-dimethoxysilane CCC[SiH](OC)OC